4,6-difluoro-N-(4-(1-(2-hydroxy-2-methylpropanoyl)piperidin-4-yl)phenyl)isoindoline-2-carboxamide ethyl-N-(6-(benzyloxy)-4-ethyl-2-fluoro-3-iodophenyl)-N-sulfamoylglycinate C(C)OC(CN(S(N)(=O)=O)C1=C(C(=C(C=C1OCC1=CC=CC=C1)CC)I)F)=O.FC1=C2CN(CC2=CC(=C1)F)C(=O)NC1=CC=C(C=C1)C1CCN(CC1)C(C(C)(C)O)=O